trans-4-[(7S)-6-(Methoxycarbonyl)-7-methyl-2-[2-(3-methyl-1H-pyrazol-1-yl)ethyl]-3H,6H,7H,8H,9H-imidazo[4,5-f]chinolin-3-yl]cyclohexan COC(=O)N1[C@H](CCC2=C3C(=CC=C12)N(C(=N3)CCN3N=C(C=C3)C)C3CCCCC3)C